lithium arsenic (oxy)sulfide O=S.[As].[Li]